(4-(1-methyl-1H-imidazol-4-yl)phenyl)methanol CN1C=NC(=C1)C1=CC=C(C=C1)CO